CN(C=NC1=NC=C(C=C1)[N+](=O)[O-])C N,N-dimethyl-N'-(5-nitropyridin-2-yl)formamidine